C(#N)C1CC2(C1)CC(N(CC2)CC2=C1C=CNC1=C(C=C2OC)C)C2=CC=C(C(=O)NCC1CN(C1)CCOC)C=C2 4-(2-cyano-7-((5-methoxy-7-methyl-1H-indol-4-yl)methyl)-7-azaspiro[3.5]nonan-6-yl)-N-((1-(2-methoxyethyl)azetidin-3-yl)methyl)benzamide